CN(CC(=O)OCOCC([C@H](C[C@H]1C(NCC1)=O)NC([C@@H](NC(=O)C=1NC2=CC=CC(=C2C1)OC)CC(C)C)=O)=O)C ({(3S)-3-({N-[(4-methoxy-1H-indol-2-yl)carbonyl]-L-leucyl}amino)-2-oxo-4-[(3S)-2-oxopyrrolidin-3-yl]butyl}oxy)methyl N,N-dimethylglycinate